BrC1(C(C1)C=1C(=C(C(=C2C=NNC12)C=1N=CC=2N(C1)C=C(N2)NC(=O)[C@H]2[C@H](C2)F)Cl)F)F (1S,2S)-N-(6-(7-(2-bromo-2-fluorocyclopropyl)-5-chloro-6-fluoro-1H-indazol-4-yl)imidazo[1,2-a]pyrazin-2-yl)-2-fluorocyclopropane-1-carboxamide